N-(9-octadecenoyl)tyrosine C(CCCCCCCC=CCCCCCCCC)(=O)N[C@@H](CC1=CC=C(C=C1)O)C(=O)O